4-butoxy-N-hydroxybenzimidamide C(CCC)OC1=CC=C(C(NO)=N)C=C1